4-(3,4-dichlorophenyl)-3-oxobutyronitrile ClC=1C=C(C=CC1Cl)CC(CC#N)=O